C(=CC)[Si](OC)(OC)CCCCCC propenyl-hexyl-dimethoxysilane